Ethyl 2-(methyleneamino)acetate C=NCC(=O)OCC